C(#N)C=1C=2CCCC2C(=C2CCCC12)NC(=O)N=[S@@](=O)(N)C1=NC=CC(=C1)C(C)(C)O |o1:18| (S) or (R)-N'-((8-cyano-1,2,3,5,6,7-hexahydro-s-indacen-4-yl)carbamoyl)-4-(2-hydroxypropan-2-yl)pyridine-2-sulfonimidamide